BrC=1NC2=CC=CC=C2C1 bromo-indole